(2-(benzyloxy)-5-fluorophenyl) pentane-1,5-diylbis(4-methylbenzenesulfonate) C(CCCCC1=C(C=CC(=C1)C)S(=O)(=O)[O-])C1=C(C=CC(=C1)C)S(=O)(=O)OC1=C(C=CC(=C1)F)OCC1=CC=CC=C1